(1R,4R)-4-((5-amino-8-iodopyrido[4,3-d]pyrimidin-2-yl)amino)cyclohexan-1-ol NC1=NC=C(C=2N=C(N=CC21)NC2CCC(CC2)O)I